C(C)=O ethan-one